2,2'-[naphthalene-1,6-diylbis(oxyethane-2,1-diyloxy[1,1'-binaphthalene]-2',2-diyloxy)]di(ethan-1-ol) C1(=CC=CC2=CC(=CC=C12)OCCOC1=C(C2=CC=CC=C2C=C1)C1=C(C=CC2=CC=CC=C12)OCCO)OCCOC1=C(C2=CC=CC=C2C=C1)C1=C(C=CC2=CC=CC=C12)OCCO